2-cyclopropyl-5-amino-N-(3-(thiazol-2-yl)benzyl)benzamide C1(CC1)C1=C(C(=O)NCC2=CC(=CC=C2)C=2SC=CN2)C=C(C=C1)N